{3-[di(methoxymethyl)amino]propyl}triethoxysilane COCN(CCC[Si](OCC)(OCC)OCC)COC